C(C)(C)(C)C1N(C(SC1)=S)C(C)=O 1-(4-(tert-Butyl)-2-thioxothiazolidin-3-yl)ethan-1-one